7-bromo-N-(2,3-dihydro-1,4-benzoxazin-4-yl)-3-isopropyl-6-methyl-pyrazolo[5,1-b]thiazole-2-carboxamide BrC=1C(=NN2C1SC(=C2C(C)C)C(=O)NN2CCOC1=C2C=CC=C1)C